O=C(OC(C(OC(=O)C(CCCCCCCCCC)[2H])(COC(=O)CCCCCCCCCCC)[2H])([2H])[2H])CCCCCCCCCCC trilaurin-d4